N-((cis)-3-(5-Chloro-2-cyanophenyl)cyclobutyl)-1-((2-ethyl-1,2,3,4-tetrahydroisoquinolin-6-yl)methyl)-1H-1,2,3-triazole-4-carboxamide ClC=1C=CC(=C(C1)[C@H]1C[C@H](C1)NC(=O)C=1N=NN(C1)CC=1C=C2CCN(CC2=CC1)CC)C#N